2-(3,3-difluoro-1-methylcyclobutyl)acetic acid FC1(CC(C1)(C)CC(=O)O)F